N1C=NC=C1C1=C(N=C2N1C=CC(=N2)N2CC(CCC2)O)C2=NC(=NN2)C(F)(F)F 1-[3-(1H-imidazol-5-yl)-2-[3-(trifluoromethyl)-1H-1,2,4-triazol-5-yl]imidazo[1,2-a]pyrimidin-7-yl]piperidin-3-ol